ClC=1C=C2C(=NC=NC2=C(C1)C(F)(F)F)N([C@@H](C)C1=NC=NN1C1=NNC(C=C1)=O)C 3-[5-[(1S)-1-[[6-chloro-8-(trifluoro-methyl)quinazolin-4-yl]-methyl-amino]ethyl]-1,2,4-triazol-1-yl]-1H-pyridazin-6-one